COC=1C=C(C=CC1OC)C=1NC2=CC=C(C=C2C1C(C)C)C=1OC(=NN1)[C@@H]1CNCCC1 (S)-2-(2-(3,4-dimethoxyphenyl)-3-isopropyl-1H-indol-5-yl)-5-(piperidin-3-yl)-1,3,4-oxadiazole